BrC1=NN(C(=N1)CNC(OC(C)(C)C)=O)C tert-butyl ((3-bromo-1-methyl-1H-1,2,4-triazol-5-yl)methyl)carbamate